C(CC(=O)C)(=O)NC=1C(C(=O)O)=CC=CC1 N-(ACETOACETYL)ANTHRANILIC ACID